C(#N)C(C(=O)NCCOC(C(=C)C)=O)=C1C2=CC=CC=C2N(C=2C=CC=CC12)C.BrC1=CC(=C2C=CC(=CC2=C1)C(=O)NC(C)C)C1=CC=C(C=C1)C(F)(F)F 7-bromo-N-isopropyl-5-[4-(trifluoromethyl)phenyl]naphthalene-2-carboxamide 2-(2-cyano-2-(10-methylacridin-9(10H)-ylidene)acetamido)ethyl-methacrylate